(Z)-3-((dimethylamino)methylene)-6-ethyl-2H-pyran-2,4(3H)-dione CN(C)\C=C\1/C(OC(=CC1=O)CC)=O